BrC1=CC(=C(OCC2(CC2)O)C(=C1)F)Cl 1-[(4-bromo-2-chloro-6-fluorophenoxy)methyl]cyclopropan-1-ol